N-[(2,6-dimethyl-4-pyridyl)methyl]-4-(1,6-diaza-6-spiro[3.4]octyl)-5-(3,5-difluorophenyl)nicotinamide CC1=NC(=CC(=C1)CNC(C1=CN=CC(=C1N1CC2(CCN2)CC1)C1=CC(=CC(=C1)F)F)=O)C